BrC1=NC(=CC(=C1)C(CN(C(=O)OC(C)(C)C)CC1N(CCOC1)C(=O)OC(C)(C)C)=O)Cl tert-butyl 3-(((2-(2-bromo-6-chloropyridin-4-yl)-2-oxoethyl)(tert-butoxycarbonyl)-amino)methyl)morpholine-4-carboxylate